N1(C=NC2=NC=CC=C21)C2=CC=C(N)C=C2 4-imidazo[4,5-b]pyridin-1-yl-aniline